tert-Butyl 3-(6-bromo-3-(ethylthio)-5-fluoro-7,9-dihydrofuro[3,4-f]quinazolin-1-yl)-3,8-diazabicyclo[3.2.1]octane-8-carboxylate BrC=1C2=C(C=3C(=NC(=NC3C1F)SCC)N1CC3CCC(C1)N3C(=O)OC(C)(C)C)COC2